S(=O)(=O)(O)C1=C(C2=C(C3=C(C(=C(N3S(=O)(=O)O)C=C3C=CC(C=C4C=CC(=CC1=N2)N4)=N3)C3=CC=CC=C3)C(=O)O)S(=O)(=O)O)S(=O)(=O)O tetra-sulfocarboxyphenyl-porphyrin